N-(3-(3-(2-aminoethyl)-2-oxopyridin-1(2H)-yl)propyl)acetamide NCCC=1C(N(C=CC1)CCCNC(C)=O)=O